CC1=C(C(=CC=C1)C)NC(CCl)=O N-(2,6-dimethylphenyl)chloroacetamide